FC1=C(OCC2=NC=C(C=C2)C2=NN=NN2)C=CC(=C1)F 2-((2,4-difluorophenoxy)methyl)-5-(1H-tetrazol-5-yl)pyridine